2,2,2-trichloroethyl (2-cyclopropyl-6,7-dihydro-5H-cyclopenta[b]pyridin-4-yl)carbamate C1(CC1)C1=CC(=C2C(=N1)CCC2)NC(OCC(Cl)(Cl)Cl)=O